C1=CC=CC=2C3=CC=CC=C3C(C12)COC(=O)NC(C(=O)N)CC(=O)N 2-((((9H-Fluoren-9-yl)methoxy)carbonyl)amino)-4-amino-4-oxobutaneamide